C(=O)(O)C=1C(=NC=CC1)NC1=C(C=NC2=CC=C(C=C12)OC(F)(F)F)C(=O)O 4-[(3-carboxy-2-pyridinyl)amino]-6-(trifluoromethoxy)quinoline-3-carboxylic acid